C(C)(C)(C)OC(N(C1CCNCC1)C)=O methyl(piperidin-4-yl)carbamic acid tert-butyl ester